COCCN(C=1N=C(C=2N=C(N=C(C2N1)N1CCN(CC1)C=1SC=CN1)N(CCO)CCO)N1CCCCC1)CCOC 2,2'-((6-(bis(2-methoxyethyl)amino)-8-(piperidin-1-yl)-4-(4-(thiazol-2-yl)piperazin-1-yl)pyrimido[5,4-d]pyrimidin-2-yl)azanediyl)diethanol